NC1=CC(=C(C=C1)CC(=O)N1CCN(CC1)CC)F 2-(4-amino-2-fluorophenyl)-1-(4-ethylpiperazin-1-yl)ethanone